C(C)(C)(C)OC(NC1=NC(=CC(=C1)[C@@H](C)N[S@](=O)C(C)(C)C)C(F)(F)F)=O |&1:13| t-butyl(4-((R/S)-1-(((R)-tert-butylsulfinyl)amino)ethyl)-6-(trifluoromethyl)pyridin-2-yl)carbamate